N-(2,4-dichlorobenzyl)-1-(pyridin-3-yl)ethan-1-amine ClC1=C(CNC(C)C=2C=NC=CC2)C=CC(=C1)Cl